N-(3-((4-(2-acetamido-4-methylthiazol-5-yl)pyrimidin-2-yl)amino)-4-methylphenyl)-1-(4-fluorophenyl)-1H-pyrazole-3-carboxamide C(C)(=O)NC=1SC(=C(N1)C)C1=NC(=NC=C1)NC=1C=C(C=CC1C)NC(=O)C1=NN(C=C1)C1=CC=C(C=C1)F